S(C=1C(=CC(=C(C1)C(C)(C)C)O)C)C=1C(=CC(=C(C1)C(C)(C)C)O)C 4,4'-thiobis(6-tertiary butyl-m-cresol)